C(C)OCCC1(NC(=NC(=N1)NC1=CC=NC=C1)C1=CC=CC=C1)N 2-(2-ethoxyethyl)-6-phenyl-N4-(pyridin-4-yl)-1,3,5-triazine-2,4-diamine